3,4-Difluorobenzyl (1-hydroxy-7-methyl-1,3-dihydrobenzo[c][1,2]oxaborole-6-carbonyl)-L-valinate OB1OCC2=C1C(=C(C=C2)C(=O)N[C@@H](C(C)C)C(=O)OCC2=CC(=C(C=C2)F)F)C